3-(N-(2-(cyclopentyloxy)-5-(trifluoromethyl)phenyl)sulfamoyl)-4-methoxybenzoic acid C1(CCCC1)OC1=C(C=C(C=C1)C(F)(F)F)NS(=O)(=O)C=1C=C(C(=O)O)C=CC1OC